tert-Butyl (1-nitrosopiperidin-4-yl)carbamate N(=O)N1CCC(CC1)NC(OC(C)(C)C)=O